ClC=1C=C(C=CC1F)NC1=NC=NC2=CC(=C(C=C12)OC1CCN(CC1)C(=O)OC(C)C)OC 4-[(3-chloro-4-fluorophenyl)amino]-6-(1-isopropoxycarbonyl-piperidin-4-yloxy)-7-methoxy-quinazoline